ClC1=C2C(=CC(=CC2=CC=C1)O)C1=C(C=C2C(=NC(=NC2=C1F)OC(C)[C@]1(NCCC1)C)N1C[C@@]2(CC[C@H](C1)N2)C)F 5-chloro-4-(6,8-difluoro-4-((1S,5R)-1-methyl-3,8-diaza-bicyclo-[3.2.1]octan-3-yl)-2-(1-((S)-2-methyl-pyrrolidin-2-yl)ethoxy)-quinazolin-7-yl)naphthalen-2-ol